2-((1R,5S,6R)-3-(8,8-difluoro-2-((S)-2-methylpiperidin-1-yl)-5,6,7,8-tetrahydroquinazolin-4-yl)-3-azabicyclo[3.1.0]hexan-6-yl)acetic acid FC1(CCCC=2C(=NC(=NC12)N1[C@H](CCCC1)C)N1C[C@@H]2C([C@@H]2C1)CC(=O)O)F